4-(8-chloro-4-((2S,5R)-2,5-dimethylpiperazin-1-yl)-2-(((2R,7aS)-2-fluorotetrahydro-1H-pyrrolizin-7a(5H)-yl)methoxy)-6-(trifluoromethyl)quinazolin-7-yl)-7-fluorobenzo[d]thiazol-2-amine ClC=1C(=C(C=C2C(=NC(=NC12)OC[C@]12CCCN2C[C@@H](C1)F)N1[C@H](CN[C@@H](C1)C)C)C(F)(F)F)C1=CC=C(C2=C1N=C(S2)N)F